[Si](C)(C)(C(C)(C)C)OC1=CC=C(C=C1)NC1=C(N(C(=C1)C#N)C)CCCOCC(C)(C)C1=C2CCN(CC2=CC=C1)C(=O)[O-] 5-(3-{3-[(4-{[tert-butyl(dimethyl)silyl]oxy}phenyl)amino]-5-cyano-1-methyl-1H-pyrrol-2-yl}propoxytert-Butyl)-3,4-dihydroisoquinoline-2(1H)-carboxylate